S-fluoro-N-((trifluoromethyl)sulfonyl)sulfinamide FS(=O)NS(=O)(=O)C(F)(F)F